The molecule is a methoxyisoflavone that is isoflavone substituted by methoxy groups at positions 5 and 3', a prenyloxy group at position 4' and a dimethylpyran ring fused across positions 6 and 7. Isolated from Antheroporum pierrei, it exhibits antineoplastic activity. It has a role as a metabolite and a plant metabolite. CC(=CCOC1=C(C=C(C=C1)C2=COC3=CC4=C(C=CC(O4)(C)C)C(=C3C2=O)OC)OC)C